N1(CCCC1)C(=S)[S-].[NH4+] ammonium pyrrolidine-1-carbodithioate